FC=1C=C(C=C(C1)F)C(C)N1N=C(C2=CC(=CC=C12)N)C1=NC2=C(N1)CNC2 1-(1-(3,5-difluorophenyl)ethyl)-3-(1,4,5,6-tetrahydropyrrolo[3,4-d]imidazole-2-yl)-1H-indazol-5-amine